COC([C@@H](NC(C1=CC=CC=C1)(C1=CC=CC=C1)C1=CC=CC=C1)COC1=CC2=C(OC(O2)(F)F)C=C1[N+](=O)[O-])=O O-(2,2-difluoro-6-nitrobenzo[d][1,3]dioxol-5-yl)-N-trityl-L-serine Methyl ester